CC1=CC=C(C(=O)OC[C@]2(OC(C[C@@H]2OC(C2=CC=C(C=C2)C)=O)N2C3=NC(=NC(=C3N=C2)Cl)N)C#C)C=C1 [(2R,3S)-5-(2-amino-6-chloro-purin-9-yl)-2-ethynyl-3-(4-methylbenzoyl)oxy-tetrahydrofuran-2-yl]methyl 4-methylbenzoate